(1-(2-(2,6-dimethylpyridin-4-yl)vinyl)-1H-indazol-6-yl)-2-isopropylbenzamide CC1=NC(=CC(=C1)C=CN1N=CC2=CC=C(C=C12)C=1C(=C(C(=O)N)C=CC1)C(C)C)C